SCC[Si](OCC)(OCC)OCC (2-Mercaptoethyl)triethoxysilan